6-bromo[1,2,4]triazolo[1,5-a]pyridine BrC=1C=CC=2N(C1)N=CN2